CS(=O)(=O)NC=1C=C(C=CC1)B(O)O 3-(methylsulfonylamino)phenylboronic acid